C1(CC1)NCC1=CC(=CC=C1)OC (S)-cyclopropyl-(3-methoxyphenyl)methylamine